FC1=C(C=C(C(=C1F)C(C)C)OC)C=1N=NC2=CC=CC=C2C1 3-(2,3-Difluoro-4-isopropyl-5-methoxyphenyl)cinnoline